F[P-](F)(F)(F)(F)F.ClC(=[NH2+])N chloroformamidinium hexafluorophosphate